ClC(=C[C@H]1C([C@H]1C(=O)O)(C)C)C(F)(F)F cis-3-(2-chloro-3,3,3-trifluoro-1-propenyl)-2,2-dimethyl-cyclopropanecarboxylic acid